C(C)N(S(=O)(=O)NC=1C(=C(C=CC1)C1=NNC=C1)F)C 3-{[ethyl(methyl)sulfamoyl]amino}-2-fluorophenylpyrazole